C=1(C(=CC=CC1)CS)CS xylylene thiol